OC(C)C=1C=C(C=C2C(N(C(=NC12)N1CC2=CC=CC=C2C1)C1CCOCC1)=O)C(F)(F)F 8-(1-Hydroxyethyl)-2-(isoindolin-2-yl)-3-(tetrahydro-2H-pyran-4-yl)-6-(trifluoromethyl)quinazolin-4(3H)-one